Cl.NCCN1CCC(CC1)C(C)N1C(=C(C=2C1=NC=CC2)C(=O)NCC=2C(NC(=CC2SC)C)=O)C 1-(1-(1-(2-aminoethyl)piperidin-4-yl)ethyl)-2-methyl-N-((6-methyl-4-(methylthio)-2-oxo-1,2-dihydropyridin-3-yl)methyl)-1H-pyrrolo[2,3-B]pyridine-3-carboxamide hydrochloride